C1(CC1)C1=NC=NC(=C1)C=C 4-cyclopropyl-6-ethenylpyrimidine